C(C)(=O)C1=C(N(C(=C1)COCCC#N)C1=CC=C(C#N)C=C1)C 4-(3-acetyl-5-((2-cyanoethoxy)methyl)-2-methyl-1H-pyrrol-1-yl)benzonitrile